1-(4-phenylsulfanyl-phenyl)-(3-cyclohexyl)-propane-1,2-dione C1(=CC=CC=C1)SC1=CC=C(C=C1)C(C(CC1CCCCC1)=O)=O